ClC=1C=C(C(=C(C1)O)B1OC(C(O1)(C)C)(C)C)C(F)(F)F 5-chloro-2-(4,4,5,5-tetramethyl-1,3,2-dioxaborolan-2-yl)-3-(trifluoromethyl)phenol